3-((3-(2-(2-(methylamino)propionamido)ethyl)phenyl)amino)pyrazine-2-carboxamide CNC(C(=O)NCCC=1C=C(C=CC1)NC=1C(=NC=CN1)C(=O)N)C